7-Formyl-N-(4-isopropoxy-5-(pyridin-3-ylethynyl)pyridin-2-yl)-3,4-dihydro-1,8-naphthyridine-1(2H)-carboxamide C(=O)C1=CC=C2CCCN(C2=N1)C(=O)NC1=NC=C(C(=C1)OC(C)C)C#CC=1C=NC=CC1